(17β)-17-hydroxyandrost-4-en-3-one O[C@@H]1[C@]2(C)[C@@H](CC1)[C@@H]1CCC3=CC(CC[C@]3(C)[C@H]1CC2)=O